COC1=CC=C(C=N1)C(CC(=O)O)N1N=CC2=NC(=CC=C21)CCCC2=NC=1NCCCC1C=C2 3-(6-Methoxypyridin-3-yl)-3-(5-(3-(5,6,7,8-tetrahydro-1,8-naphthyridin-2-yl)propyl)-1H-pyrazolo[4,3-b]pyridin-1-yl)propanoic acid